ethyl 1-[(6-{6,6-difluoro-3-azabicyclo[3.1.0]hexan-3-yl}-2-formylpyridin-3-yl)methyl]-1H-pyrazole-4-carboxylate FC1(C2CN(CC12)C1=CC=C(C(=N1)C=O)CN1N=CC(=C1)C(=O)OCC)F